6-amino-N-[[(2R,5S)-3-oxo-2-(4-phenoxyphenyl)-1,4-thiazepan-5-yl]methyl]pyridine-2-carboxamide NC1=CC=CC(=N1)C(=O)NC[C@H]1NC([C@H](SCC1)C1=CC=C(C=C1)OC1=CC=CC=C1)=O